ClC1=CC=C(C=C1)C1=C2C(=NN(C1=O)C1=CC3=CN(N=C3C=C1)C)N(C(N2CC2CC2)=O)C 4-(4-chlorophenyl)-5-(cyclopropylmethyl)-7-methyl-2-(2-methyl-2H-indazol-5-yl)-2,7-dihydro-3H-imidazo[4,5-c]pyridazine-3,6(5H)-dione